C(C)OC(=O)C1=CC2=C(C(N(C=C2B2OC(C(O2)(C)C)(C)C)C)=O)N1.C1(CC1)[2H] cyclopropane-d ethyl-6-methyl-7-oxo-4-(4,4,5,5-tetramethyl-1,3,2-dioxaborolan-2-yl)-1H-pyrrolo[2,3-c]pyridine-2-carboxylate